4-cyano-5-(2,2-dimethylpropyl)pyrrolidine-2-carboxylate C(#N)C1CC(NC1CC(C)(C)C)C(=O)[O-]